ClC1=C(C(=O)O)C(=CC=C1)NC1=C(C=C(C=C1)F)C 2-chloro-6-((4-fluoro-2-methyl-phenyl)amino)-benzoic acid